(S)-8-(difluoromethoxy)-6,6'-bis(trifluoromethyl)-3',4'-dihydro-2'H,3H-spiro[imidazo[1,2-a]pyridine-2,1'-naphthalene] FC(OC=1C=2N(C=C(C1)C(F)(F)F)C[C@@]1(CCCC3=CC(=CC=C13)C(F)(F)F)N2)F